O=C1NC(CCC1N1C(C2=CC=CC(=C2C1=O)N[C@H](C)C1=C(C=C(C=C1)OC)F)=O)=O 2-(2,6-dioxopiperidin-3-yl)-4-(((R)-1-(2-fluoro-4-methoxyphenyl)ethyl)amino)isoindoline-1,3-dione